N1(CCCCC1)C1=NC=CC=C1CNC(=O)C1=CN=NC=C1 N-[[2-(1-piperidyl)-3-pyridyl]methyl]pyridazine-4-carboxamide